4-(6-bromoimidazo[1,2-a]pyridin-3-yl)pyrimidine-2-amine BrC=1C=CC=2N(C1)C(=CN2)C2=NC(=NC=C2)N